(5-(Difluoromethyl)-1-(oxetan-3-yl)-1H-1,2,3-triazol-4-yl)methanesulfonic acid methyl ester COS(=O)(=O)CC=1N=NN(C1C(F)F)C1COC1